2,6-dibromo-4-carbazolyl-pyridine BrC1=NC(=CC(=C1)C1=CC=CC=2C3=CC=CC=C3NC12)Br